N-[6-(trifluoromethoxy)-1,3-benzothiazol-2-yl]cyclohexanecarboxamide FC(OC1=CC2=C(N=C(S2)NC(=O)C2CCCCC2)C=C1)(F)F